[Sn].CNC.CNC.CNC.CNC tetra-dimethyl-amine tin